2-(chloromethyl)-oxirane ClCC1OC1